NC=1NC(C=2N=CN(C2N1)[C@@H]1OC([C@H]([C@H]1O)O)(CO)CO)=O 2-Amino-9-[(2R,3R,4S)-3,4-dihydroxy-5,5-bis(hydroxy-methyl)tetrahydrofuran-2-yl]-1H-purin-6-one